[N+](=O)([O-])C1=CC=C(C=C1)NC(N)=O 3-p-nitrophenylurea